C(C)(C)(C)OC(=O)N[C@@H]1CN(CC[C@H]1OC)C(=O)OCC1=CC=CC=C1 |r| (+/-)-(trans)-Benzyl 3-((tert-butoxycarbonyl)amino)-4-methoxypiperidine-1-carboxylate